5-cyclopropyl-3-(6-methylpyridazin-3-yl)isoOxazole-4-carboxylic acid C1(CC1)C1=C(C(=NO1)C=1N=NC(=CC1)C)C(=O)O